(R)-benzyl 2-(((benzyloxy)carbonyl)amino)-3-(3-(4-chloro-1-ethyl-1H-pyrazol-5-yl)-5-fluorobenzamido)propanoate C(C1=CC=CC=C1)OC(=O)N[C@@H](C(=O)OCC1=CC=CC=C1)CNC(C1=CC(=CC(=C1)F)C1=C(C=NN1CC)Cl)=O